F[C@@H]1CN(CC[C@@H]1OC)C1=NC=CC(=N1)NC=1N=CC2=C(C=C(C(=C2C1)C(C)C)[C@H]1N(CCCCC1)C(C#CC)=O)N1CC(C1)CS(=O)(=O)C 1-((S)-2-(3-((2-((3R,4S)-3-fluoro-4-methoxypiperidin-1-yl)pyrimidin-4-yl)amino)-5-isopropyl-8-(3-((methylsulfonyl)methyl)azetidin-1-yl)isoquinolin-6-yl)azepan-1-yl)but-2-yn-1-one